N-ethyl-2,2,2-trifluoro-1-(3-(imidazo[1,2-a]pyridin-6-yl)-4-methoxyphenyl)ethan-1-amine C(C)NC(C(F)(F)F)C1=CC(=C(C=C1)OC)C=1C=CC=2N(C1)C=CN2